FC=1C=C(C=NS(=O)C(C)(C)C)C=CC1 N-(3-fluorobenzylidene)-2-methylpropane-2-sulfinamide